(R or S)-1-((3-(ethoxy-methyl)-1-(2-(6-methylpyridin-3-yl)propan-2-yl)pyrrolidin-3-yl)methyl)-3-ethyl-5,6-difluoro-1,3-dihydro-2H-benzo[d]imidazol-2-one C(C)OC[C@]1(CN(CC1)C(C)(C)C=1C=NC(=CC1)C)CN1C(N(C2=C1C=C(C(=C2)F)F)CC)=O |o1:4|